FC1(CC(C1)CN1N=C(C=C1)NC(C1=C(C=C(C=C1)NS(=O)(=O)CCO)N1CCC2(CC2)CC1)=O)F N-(1-((3,3-difluorocyclobutyl)methyl)-1H-pyrazol-3-yl)-4-((2-hydroxyethyl)sulphonamido)-2-(6-azaspiro[2.5]oct-6-yl)benzamide